tert-butyl-4-[2-(3-dibenzylamino-8-azabicyclo[3.2.1]oct-8-yl) acetyl]piperazine-1-carboxylate C(C)(C)(C)OC(=O)N1CCN(CC1)C(CN1C2CC(CC1CC2)N(CC2=CC=CC=C2)CC2=CC=CC=C2)=O